8-hydroxy-3,4-dihydrodibenzo[b,d]furan-1(2H)-one OC=1C=CC2=C(C3=C(O2)CCCC3=O)C1